2-(2-isopropyl-5-methylphenoxy)-N-(1H-pyrazol-3-yl)-N-(thiophen-2-ylmethyl)acetamide C(C)(C)C1=C(OCC(=O)N(CC=2SC=CC2)C2=NNC=C2)C=C(C=C1)C